2-((3,5-dimethyl-1H-pyrazol-4-yl)methyl)-6-((2-methyl-6-(trifluoromethyl)pyridin-3-yl)sulfonyl)-2,6-diazaspiro[3.3]heptane CC1=NNC(=C1CN1CC2(C1)CN(C2)S(=O)(=O)C=2C(=NC(=CC2)C(F)(F)F)C)C